C(C)OC(=O)C=1N=C2N(N1)[C@@H](C[C@H]2O)C2=CC=CC=C2 trans-7-hydroxy-5-phenyl-6,7-dihydro-5H-pyrrolo[1,2-b][1,2,4]triazole-2-carboxylic acid ethyl ester